OC(CCCCC(=O)O)CC 6-Hydroxyoctanoic acid